tert-butyl N-[(3R)-1-[7-[(8-fluoro-2-methyl-imidazo[1,2-a]pyridin-6-yl)carbamoyl]-2-methyl-indazol-4-yl]pyrrolidin-3-yl]-N-(2-methoxyethyl)carbamate FC=1C=2N(C=C(C1)NC(=O)C1=CC=C(C3=CN(N=C13)C)N1C[C@@H](CC1)N(C(OC(C)(C)C)=O)CCOC)C=C(N2)C